ethyl 6-((1H-pyrrolo[2,3-b]pyridin-5-yl)methyl)-4,5,6,7-tetrahydrothieno[2,3-c]pyridine-3-carboxylate N1C=CC=2C1=NC=C(C2)CN2CC1=C(CC2)C(=CS1)C(=O)OCC